C1(=CC=CC=C1)S(=O)(=O)O.COC=1C=C(C=CC1OC)CC(C(C(=O)OC(C)(C)C)C)[C@@H]1NCCC2=CC(=C(C=C12)OC)OC (1S-cis)-1-[(3,4-dimethoxyphenyl)-methyl]-1,2,3,4-tetrahydro-6,7-dimethoxy-2-methyl-2-tert-butoxycarbonylethyl-isoquinoline benzenesulfonate